C(#N)C=1C(=CC(=NC1)N1CC(C1)[C@@H]1CN(CCC1)C1CC(C1)(C(=O)O)C)O[C@H](C)C1=C(C=C(C=C1)Cl)Cl (1R,3r)-3-((R)-3-(1-(5-cyano-4-((R)-1-(2,4-dichlorophenyl)ethoxy)pyridin-2-yl)azetidin-3-yl)piperidin-1-yl)-1-methylcyclobutane-1-carboxylic acid